FC=1C=C2C(=NC(=NC2=CC1C1=CC=CC2=CC=C(C(=C12)Cl)F)OC[C@H]1N(CCC1)C)N1[C@H](CN(CC1)C(C=C)=O)C 1-((S)-4-(6-fluoro-7-(8-chloro-7-fluoronaphthalen-1-yl)-2-(((S)-1-methylpyrrolidin-2-yl)methoxy)quinazolin-4-yl)-3-methylpiperazin-1-yl)prop-2-en-1-one